5-Amino-6-carbamoyl-4-(3-methoxy-2,6-dimethylphenyl)-4H-thieno[3,2-b]pyrrole-2-carboxylic acid methyl ester COC(=O)C1=CC=2N(C(=C(C2S1)C(N)=O)N)C1=C(C(=CC=C1C)OC)C